N-(((2S,5R)-6-(phenylmethyloxy)-7-oxo-1,6-diazabicyclo[3.2.1]oct-2-yl)(imino)methyl)-3-(pyridin-2-yl)propionamide C1(=CC=CC=C1)CON1[C@@H]2CC[C@H](N(C1=O)C2)C(NC(CCC2=NC=CC=C2)=O)=N